13-aminotridecanoic acid NCCCCCCCCCCCCC(=O)O